NCC(=O)NC1=CC=C(C=C1)OCC1CN(C(O1)C(F)(F)F)C1=CC(=C(C=C1)C#N)C(F)(F)F 2-Amino-N-(4-((3-(4-cyano-3-(trifluoromethyl)phenyl)-2-(trifluoromethyl)oxazolidin-5-yl)methoxy)phenyl)acetamid